[C@H]12CNC[C@H](CC1)N2C(=O)OC(C)(C)C tert-butyl (1r,5s)-3,8-diazabicyclo-[3.2.1]octane-8-carboxylate